N-benzyl-N-([methyl (methyl-thioethyleneamino-oxycarbonyl) amino] thio)-beta-aminopropionate C(C1=CC=CC=C1)N(CCC(=O)[O-])SN(C(=O)ONCCSC)C